(R)-4-(7,10-dioxo-2-propionyl-6-(4-(trifluoromethyl)benzyl)-2,6,9-triazaspiro[4.5]decan-9-yl)-3-fluorobenzonitrile O=C1N([C@@]2(CCN(C2)C(CC)=O)C(N(C1)C1=C(C=C(C#N)C=C1)F)=O)CC1=CC=C(C=C1)C(F)(F)F